CN1CC2=CC(=CC(=C2CC1)C)C=1N=C2C(=NC1)NC=C2C2=CC=C(C(=O)N(C)C)C=C2 4-[2-(2,5-dimethyl-3,4-dihydro-1H-isoquinolin-7-yl)-5H-pyrrolo[2,3-b]pyrazin-7-yl]-N,N-dimethylbenzamide